3-benzyl-4-methyloxazole-2(3H)-imine C(C1=CC=CC=C1)N1C(OC=C1C)=N